Cl.N[C@H]1[C@@H](CCC1)O (1R,2R)-2-aminocyclopentanol hydrochloride